tert-Butyl N-[3-[bis(tert-butoxycarbonyl)amino]-4-(3,3-dimethylbutanoylamino)-2-fluoro-phenyl]-N-[(4-fluorophenyl)methyl]carbamate C(C)(C)(C)OC(=O)N(C=1C(=C(C=CC1NC(CC(C)(C)C)=O)N(C(OC(C)(C)C)=O)CC1=CC=C(C=C1)F)F)C(=O)OC(C)(C)C